[35S]-sulfur (S)-3-(2,4-difluorophenoxy)-6-methyl-2-(4-(methylsulfinyl)phenyl)-4H-pyran-4-one FC1=C(OC2=C(OC(=CC2=O)C)C2=CC=C(C=C2)[S@@](=O)C)C=CC(=C1)F.[35S]